N-(3-(2-Hydroxyethyl)Tetrahydrofuran-3-Yl)-2-Methyl-5-((4-Methylthiazol-5-Yl)Methoxy)Benzo-Furan-3-Carboxamide OCCC1(COCC1)NC(=O)C1=C(OC2=C1C=C(C=C2)OCC2=C(N=CS2)C)C